C(C)OC1=NC2=C(N=CC(=C2C=C1)O)Cl 2-ethoxy-5-hydroxy-8-chloro-1,7-naphthyridine